FC1=C(C=CC(=C1)F)N1CCN(CC1)CC1=C(C=C(CNC2=C3C(N(C(C3=CC=C2)=O)C2C(NC(CC2)=O)=O)=O)C=C1)C 4-(4-((4-(2,4-difluorophenyl)piperazin-1-yl)methyl)-3-methylbenzylamino)-2-(2,6-dioxopiperidin-3-yl)isoindoline-1,3-dione